1-((1r,2r)-2-hydroxy-4,4-dimethyl-1,2,3,4-tetrahydronaphthalen-1-yl)-3-(3-methyl-6'-oxo-6-phenyl-1',6'-dihydro-[2,3'-bipyridin]-5-yl)urea O[C@H]1[C@@H](C2=CC=CC=C2C(C1)(C)C)NC(=O)NC=1C=C(C(=NC1C1=CC=CC=C1)C1=CNC(C=C1)=O)C